C(C)(C)(C)[S@@](=O)N[C@@H]1C2=CC(=CC=C2CC12CCN(CC2)C(=O)OC(C)(C)C)NC=2C=NN(C2)C Tert-butyl (S)-1-(((R)-tert-butylsulfinyl)amino)-6-((1-methyl-1H-pyrazol-4-yl)amino)-1,3-dihydrospiro[indene-2,4'-piperidine]-1'-carboxylate